CN1C(N(C2=C1C=C(C=C2)B(O)O)COCC[Si](C)(C)C)=O (3-methyl-2-oxo-1-((2-(trimethylsilyl)ethoxy)methyl)-2,3-dihydro-1H-benzo[d]imidazol-5-yl)boronic acid